3-[2-(3-Hydroxypropyl)-phenyl]-propanol OCCCC1=C(C=CC=C1)CCCO